3-(2,6-dichloro-3,5-dimethoxyphenyl)-7-(methylamino)-1-(1-(piperidin-4-yl)azetidin-3-yl)-3,4-dihydropyrimido[4,5-d]pyrimidin-2(1H)-one hydrochloride Cl.ClC1=C(C(=C(C=C1OC)OC)Cl)N1C(N(C2=NC(=NC=C2C1)NC)C1CN(C1)C1CCNCC1)=O